methyl 2-(methylsulfonyl)-4-octylbenzoate CS(=O)(=O)C1=C(C(=O)OC)C=CC(=C1)CCCCCCCC